methyl 5-amino-7-(2-(4-(2-fluoro-5-(oxazol-2-yl)phenyl)piperazin-1-yl)ethyl)-2-(pyridin-2-yl)-7H-pyrrolo[3,2-e][1,2,4]triazolo[1,5-c]pyrimidine-8-carboxylate NC1=NC2=C(C=3N1N=C(N3)C3=NC=CC=C3)C=C(N2CCN2CCN(CC2)C2=C(C=CC(=C2)C=2OC=CN2)F)C(=O)OC